C(C)(C)(C)NS(=O)(=O)C1=CC(=CC=C1)NC1=NC(=NC=C1C)NC=1N=NC(=CC1)N1CCN(CC1)CC1=C(C=CC=C1)N1C(NC(CC1)=O)=O N-(tert-butyl)-3-((2-((6-(4-(2-(2,4-dioxotetrahydropyrimidin-1(2H)-yl)benzyl)piperazin-1-yl)pyridazin-3-yl)amino)-5-methylpyrimidin-4-yl)amino)benzenesulfonamide